COC(=O)C=1N=NC(=CC1NCC1=C(C=C(C=C1)OC)OC)Cl 6-chloro-4-((2,4-dimethoxybenzyl)amino)pyridazine-3-carboxylic acid methyl ester